2,6-dimethyl-7-(4-phenoxypiperidine-1-yl)-[1,2,4]triazolo[4,3-a]pyrimidin-3(2H)-one CN1N=C2N(C=C(C(=N2)N2CCC(CC2)OC2=CC=CC=C2)C)C1=O